C(C1=CC=CC=C1)N1C(CN(CC1)C1=CC=C(C=N1)C=1C=2N(C=C(C1)C=1C=NN(C1)C)N=CC2C#N)=O 4-(6-(4-benzyl-3-oxopiperazin-1-yl)pyridin-3-yl)-6-(1-methyl-1H-pyrazol-4-yl)pyrazolo[1,5-a]pyridine-3-carbonitrile